C1(=CC=CC=C1)C(CCCC\C=C/C1=NC=CC=C1)=O (Z)-1-phenyl-7-(pyridin-2-yl)hept-6-en-1-one